(2S,5R)-1-(2'-chloro-2-methoxy-[1,1'-biphenyl]-4-carbonyl)-5-(2-chlorophenyl)pyrrolidine-2-carboxylic acid ClC1=C(C=CC=C1)C1=C(C=C(C=C1)C(=O)N1[C@@H](CC[C@@H]1C1=C(C=CC=C1)Cl)C(=O)O)OC